CC(C(CO)=C)C 3-Methyl-2-methylene-1-butanol